ClC=1C(=C(C(=CC1)N1N=NN=C1)/C=C/C(=O)N[C@H](C(=O)NC1=CC=C(C(=O)O)C=C1)CC1=CC=C(C=C1)NC(C(F)(F)F)=O)F (S,E)-4-(2-(3-(3-Chloro-2-fluoro-6-(1H-tetrazol-1-yl)phenyl)acrylamido)-3-(4-(2,2,2-Trifluoroacetamido)phenyl)propionamido)benzoic acid